C12[C@H](O)[C@@H](O)[C@H](O)[C@H](O1)CO2 1,6-anhydro-D-glucopyranose